COC(C(O)C1=C(C=CC=C1C=C)F)=O 2-(2-fluoro-6-vinylphenyl)-2-hydroxyacetic acid methyl ester